3-chloro-5-(2,2-dichlorocyclopropyl)benzoic acid ClC=1C=C(C(=O)O)C=C(C1)C1C(C1)(Cl)Cl